C(C)(C)(C)C1=C(CN(C(=O)C=2C(=NN(C2F)C)C(F)F)C2CC2)C=CC=C1 N-(2-tert-butylbenzyl)-N-cyclopropyl-3-(difluoromethyl)-5-fLuoro-1-methyl-1H-pyrazole-4-carboxamide